(R)-(3-Aminopiperidin-1-yl)(2-(1-(cyclopropylmethyl)-6-methoxy-1H-indol-2-yl)-3,4-dihydro-5-oxa-1,2a-diazaacenaphthylen-7-yl)methanon N[C@H]1CN(CCC1)C(=O)C=1C=C2OCCN3C(=NC(C1)=C32)C=3N(C2=CC(=CC=C2C3)OC)CC3CC3